1-(3-Bromo-4-methyl-5-nitrophenyl)ethan-1-one BrC=1C=C(C=C(C1C)[N+](=O)[O-])C(C)=O